Cl.Cl.C(CC)(=O)N propionamide dihydrochloride